2-(1H-imidazol-1-yl)-N-((1r,4r)-4-(2-methoxyethoxy)cyclohexyl)pyrimidine-4-carboxamide N1(C=NC=C1)C1=NC=CC(=N1)C(=O)NC1CCC(CC1)OCCOC